CC(CCC)NC1=NC=NC=C1 4-(pentan-2-ylamino)pyrimidin